2-(2-((2,5-Bis(trifluoromethyl)pyrazolo[1,5-a]pyrimidin-7-yl)amino)-1-(4-fluorophenyl)ethyl)-2,5-diazaspiro[3.4]octan-6-one FC(C1=NN2C(N=C(C=C2NCC(C2=CC=C(C=C2)F)N2CC3(C2)NC(CC3)=O)C(F)(F)F)=C1)(F)F